6-(2-(5-Methylpyridin-2-yl)-1-(pyridin-2-yl)propan-2-yl)pyridin-2(1H)-one CC=1C=CC(=NC1)C(CC1=NC=CC=C1)(C)C1=CC=CC(N1)=O